C(C)(=O)N1C=C(CCC1)C=1N=C(N2C(=NC=CC21)N)C2=CC=C(CNC(C1=C(C=CC(=C1)F)OC)=O)C=C2 N-(4-(1-(1-acetyl-1,4,5,6-tetrahydropyridin-3-yl)-5-aminoimidazo[1,5-c]pyrimidin-3-yl)benzyl)-5-fluoro-2-methoxybenzamide